BrC1=NNC2=NC(=C(N=C21)C)N2CCC1([C@@H]([C@@H](OC1)C)NC(OC(C)(C)C)=O)CC2 tert-butyl ((3S,4S)-8-(3-bromo-5-methyl-1H-pyrazolo[3,4-b]pyrazin-6-yl)-3-methyl-2-oxa-8-azaspiro[4.5]decan-4-yl)carbamate